6-((3,5-Dimethoxyphenyl)(3-(1-methyl-1H-pyrazol-4-yl)quinoxalin-6-yl)amino)-N-hydroxyhexanamide COC=1C=C(C=C(C1)OC)N(CCCCCC(=O)NO)C=1C=C2N=C(C=NC2=CC1)C=1C=NN(C1)C